OC=1C=2N(C=C(C1)C(=O)O)C=C(N2)C 8-hydroxy-2-methylimidazo[1,2-a]pyridine-6-carboxylic acid